C[C@@H]1N(C[C@@H](CC1)NC=1C2=C(N=CN1)NC=C2C(C(F)(F)F)=O)C(C=C)=O 1-((2S,5R)-2-methyl-5-((5-(2,2,2-trifluoroacetyl)-7H-pyrrolo[2,3-d]pyrimidin-4-yl)amino)piperidin-1-yl)prop-2-en-1-one